[Cu](C#N)C#N Copper cyanide